FC(C1=NN(C=C1NC(=O)C=1N=C(OC1)C1=CC=NC=C1)C1=CC=C(C=C1)C(N(C)CCO)=O)F N-[3-(difluoromethyl)-1-[4-[2-hydroxyethyl(methyl)carbamoyl]phenyl]pyrazol-4-yl]-2-(4-pyridyl)oxazole-4-carboxamide